C(C=C)(=O)NC=1C(=CC(=C(C1)NC1=NC=C(C(=N1)C1=CN(C2=CC=CC=C12)C1CC1)C(=O)OC(C)C)OC)N1C[C@@H]2CNC[C@@H]2C1 Isopropyl 2-((5-acrylamido-4-((3aR,6aS)-hexahydropyrrolo[3,4-c]pyrrol-2(1H)-yl)-2-methoxyphenyl)amino)-4-(1-cyclopropyl-1H-indol-3-yl)pyrimidine-5-carboxylate